5-(benzyl-oxy)-3-((S)-but-3-en-2-yl)-4,6-dioxo-N-(2,4,6-trifluorobenzyl)-1-(3-vinyltetrahydrofuran-3-yl)-2,3,4,6-tetrahydro-1H-pyrido[2,1-f][1,2,4]triazine-7-carboxamide C(C1=CC=CC=C1)OC=1C(C(=CN2N(CN(C(C21)=O)[C@@H](C)C=C)C2(COCC2)C=C)C(=O)NCC2=C(C=C(C=C2F)F)F)=O